Perfluorophenyl 4-((1H-pyrazol-1-yl)methyl)-3-cyclopropyl-2-fluorobenzoate N1(N=CC=C1)CC1=C(C(=C(C(=O)OC2=C(C(=C(C(=C2F)F)F)F)F)C=C1)F)C1CC1